(5-chloropyridin-2-yl)boric acid ClC=1C=CC(=NC1)OB(O)O